BrC=1C=CC(=C2C=C(N=CC12)Cl)C(C)C 8-bromo-3-Chloro-5-isopropylisoquinoline